CN1N=CC(=C1)C=1N=C2C(=NC1)N(N=N2)C[C@H]2OCCN(C2)C2=NC=C(C=N2)C2=CC=C(CN1CCNCC1)C=C2 4-(4-(2-((S)-2-((5-(1-methyl-1H-pyrazole-4-yl)-1H-[1,2,3]triazolo[4,5-b]pyrazin-1-yl)methyl)morpholino)pyrimidin-5-yl)benzyl)piperazine